FC=1C=CC(=NC1)C1=C(C=NC(=C1)C1=CC=C(C=C1)F)CNC(C=C)=O N-((5-fluoro-6'-(4-fluorophenyl)-[2,4'-bipyridin]-3'-yl)methyl)acrylamide